rac-1-((3as,6ar)-1,1-dimethyl-5-(6-(trifluoromethyl)imidazo[1,5-a]pyridin-5-yl)hexahydropyrrolo[3,4-c]pyrrol-2(1H)-yl)ethanone CC1(N(C[C@H]2[C@@H]1CN(C2)C2=C(C=CC=1N2C=NC1)C(F)(F)F)C(C)=O)C |r|